2-(5-Fluoropyridin-2-yl)-6,6-dimethyl-3-(thieno[3,2-b]pyridin-7-yl)-6,7-dihydro-4H-pyrazolo[5,1-c][1,4]oxazine FC=1C=CC(=NC1)C1=NN2C(COC(C2)(C)C)=C1C1=C2C(=NC=C1)C=CS2